ClC1=CC=C(N=N1)OC1=CC2=C(C(N(C(O2)=O)CC=2C(=C(C=CC2)NC(OC(C)(C)C)=O)F)C)N=C1 tert-butyl (3-((7-((6-chloropyridazin-3-yl)oxy)-4-methyl-2-oxo-2H-pyrido[2,3-e][1,3]oxazin-3(4H)-yl)methyl)-2-fluorophenyl)carbamate